C(C)OC(=O)C1(CCN(CC1)C(=O)OC(C)(C)C)C([C@H](C)O[Si](C)(C)C(C)(C)C)O 4-((2S)-2-((tert-butyldimethylsilyl)oxy)-1-hydroxypropyl)piperidine-1,4-dicarboxylic acid 1-(tert-butyl) 4-ethyl ester